7-methyl-1,2,3,4,4a,5-hexahydrobenzo[b]pyrazine CC1=CCC2C(NCCN2)=C1